(2-mercaptoethylthio-methyl)methane SCCSCC